OC1=CC(=C(C(=C1)C)O)C 2,5-dihydroxy-4,6-dimethylbenzene